(3,5-dichloro-4-hydroxyphenyl)(7-bromospiro[benzo[b][1,4]oxazin-2,1'-cyclopropane]-4(3H)-yl)methanone lanthanum(III) [La+3].ClC=1C=C(C=C(C1O)Cl)C(=O)N1C2=C(OC3(CC3)C1)C=C(C=C2)Br